dimethylsiloxane sulfosuccinate S(=O)(=O)(O)C1C(=O)O[Si](OOC(C1)=O)(C)C